(3R)-3-amino-5-[(4-chlorophenyl)methyl]-7-(2-ethyltetrazol-5-yl)-8-fluoro-1,1-dioxo-2,3-dihydro-1λ6,5-benzothiazepin-4-one N[C@H]1CS(C2=C(N(C1=O)CC1=CC=C(C=C1)Cl)C=C(C(=C2)F)C=2N=NN(N2)CC)(=O)=O